OC1(CN(C1)C=1C=C(C=2N(C1)N=CC2C#N)C=2C=NC(=CC2)N2CC1N(C(C2)C1)CC=1C=NC(=CC1)OC)C 6-(3-Hydroxy-3-methylazetidin-1-yl)-4-(6-(6-((6-methoxypyridin-3-yl)methyl)-3,6-diazabicyclo[3.1.1]heptan-3-yl)pyridin-3-yl)pyrazolo[1,5-a]pyridine-3-carbonitrile